N-(4-(5-fluoro-2,4-dioxo-3,4-dihydropyrimidin-1(2H)-yl)phenyl)palmitoamide [13C4]L-malate [13C]([13C@@H](O)[13CH2][13C](=O)O)(=O)O.FC=1C(NC(N(C1)C1=CC=C(C=C1)NC(CCCCCCCCCCCCCCC)=O)=O)=O